N-((5-(5-(difluoromethyl)-1,3,4-oxadiazol-2-yl)pyridin-2-yl)methyl)-N-(2-methylisoindolin-4-yl)ethanesulfonamide FC(C1=NN=C(O1)C=1C=CC(=NC1)CN(S(=O)(=O)CC)C1=C2CN(CC2=CC=C1)C)F